[6-[2-fluoro-4-(trifluoromethyl)benzyl]-2-azaspiro[3.3]heptan-2-yl]-[6-[3-(oxetan-3-yl)-1H-1,2,4-triazol-5-yl]-2-azaspiro[3.3]heptan-2-yl]methanone FC1=C(CC2CC3(CN(C3)C(=O)N3CC4(C3)CC(C4)C4=NC(=NN4)C4COC4)C2)C=CC(=C1)C(F)(F)F